COC1=C(C=O)C(=CC=N1)OC 2,4-DIMETHOXYNICOTINALDEHYDE